Cl.NC1=CC=C(C=C1)C1=NN(C(CC2=C1C=C1C(=C2)OCO1)C)C(NC)=O 1-(4-aminophenyl)-3-methylcarbamoyl-4-methyl-3,4-dihydro-7,8-methylenedioxy-5H-2,3-benzodiazepine Hydrochloride